N-(2-Chloro-4-methyl-3-pyridyl)-5-fluoro-6-[3-(hydroxymethyl)-4-isopropyl-5-oxo-1,2,4-triazol-1-yl]-2-[(1S)-2,2,2-trifluoro-1-methyl-ethoxy]pyridine-3-carboxamide ClC1=NC=CC(=C1NC(=O)C=1C(=NC(=C(C1)F)N1N=C(N(C1=O)C(C)C)CO)O[C@H](C(F)(F)F)C)C